S-(7-((4-(4-chlorophenyl) thiazol-2-yl)amino)-7-oxoheptyl) 3-phenylpropane-thioate C1(=CC=CC=C1)CCC(SCCCCCCC(=O)NC=1SC=C(N1)C1=CC=C(C=C1)Cl)=O